BrC1=C(C=CC(=C1C(F)(F)F)OC(C)C)[N+](=O)[O-] 2-Bromo-4-isopropoxy-1-nitro-3-(trifluoromethyl)benzene